CNC=1N=C(C2=C(N1)N(C=C2C=2C=C1C=C(C=NC1=CC2)OC2OCCCC2)COCC[Si](C)(C)C)OCC2=CC=CN=N2 6-(((2-(methylamino)-5-(3-((tetrahydro-2H-pyran-2-yl)oxy)quinolin-6-yl)-7-((2-(trimethylsilyl)ethoxy)methyl)-7H-pyrrolo[2,3-d]pyrimidin-4-yl)oxy)methyl)pyridazine